C(=O)C=1SC2=C(N1)C=CC(=C2)NC(OC(C)(C)C)=O tert-butyl (2-formylbenzo[d]thiazol-6-yl)carbamate